C1(CC1)[C@H](C)NC(=O)C=1NC(=NN1)C=1C=C(C=CC1)C=1OC(=CN1)C(=O)N[C@H](C(=O)OC(C)(C)C)C(C)C (S)-tert-butyl 2-(2-(3-(5-(((S)-1-cyclopropylethyl) carbamoyl)-4H-1,2,4-triazol-3-yl) phenyl) oxazole-5-carboxamido)-3-methylbutyrate